2-Chloro-3-(isopropylsulfonyl)-N-(1-methyl-1H-1,2,4-triazol-5-yl)-4-(methylsulfonyl)benzamide ClC1=C(C(=O)NC2=NC=NN2C)C=CC(=C1S(=O)(=O)C(C)C)S(=O)(=O)C